ClC1=CC=CC2=C1C(C(O2)(C(=O)O)CNCC(C)(C)C)C.FC2=NC=CC=C2C2=C(C=C(N)C=C2)C(F)(F)F 4-(2-Fluoropyridin-3-yl)-3-(trifluoromethyl)aniline 4-chloro-2-((neopentyl-amino)methyl)-3-methylbenzofuran-2-carboxylate